O1[C@H](COCC1)COC1=C2C(=NC(=C1)F)C(=C(N2)C2=CC(=NC=C2)NC(C(CC(F)F)C2=CC=C(C=C2)F)=O)C2=NC=CC=C2 N-{4-[7-{[(2R)-1,4-Dioxan-2-yl]methoxy}-5-fluoro-3-(pyridin-2-yl)-1H-pyrrolo[3,2-b]pyridin-2-yl]pyridin-2-yl}-4,4-difluoro-2-(4-fluorophenyl)butanamid